FC=1C(=C2C(=NC1)N(N=C2C)C2OCCCC2)C=2C(=NN1C2COC(C1)(C([2H])([2H])[2H])C([2H])([2H])[2H])C1=NC=C(C=C1)F 3-(5-Fluoro-3-methyl-1-(tetrahydro-2H-pyran-2-yl)-1H-pyrazolo[3,4-b]pyridin-4-yl)-2-(5-fluoropyridin-2-yl)-6,6-bis(methyl-d3)-6,7-dihydro-4H-pyrazolo[5,1-c][1,4]oxazine